diphenyl-bismuth camphorsulfonate C12(C(=O)CC(CC1)C2(C)C)CS(=O)(=O)[O-].C2(=CC=CC=C2)[Bi+]C2=CC=CC=C2